C12(CC3CC(CC(C1)C3)C2)CSC2=CC3=CC=CC=C3C=C2 2-naphthyl (adamantylmethyl) thioether